C(=O)=NNC(=S)N N-carbonylaminothiourea